(2R,6R)-4-(8-cyanoquinolin-5-yl)-N-((1S)-1,3-dihydroxy-1-phenylpropan-2-yl)-6-methylmorpholine-2-carboxamide C(#N)C=1C=CC(=C2C=CC=NC12)N1C[C@@H](O[C@@H](C1)C)C(=O)NC([C@H](C1=CC=CC=C1)O)CO